1,3,5-trichloro-s-triazine ClN1CN(CN(C1)Cl)Cl